C(C)(CC)NC(=S)NC1=CC=CC=C1 N-(sec-butyl)-N'-phenylthiourea